ethyl 3-(5-bromo-2,4-difluorophenyl)-3-oxopropanoate BrC=1C(=CC(=C(C1)C(CC(=O)OCC)=O)F)F